FC([C@@H](C1=CC=C(C=C1)F)N1N=CC(=C1)C1=NC(=NC=C1F)C1=CC=2N(C=C1)N=C(N2)N)(C)F (R)-7-(4-(1-(2,2-difluoro-1-(4-fluorophenyl)propyl)-1H-pyrazol-4-yl)-5-fluoro-pyrimidin-2-yl)-[1,2,4]triazolo[1,5-a]pyridin-2-amine